(3-fluoro-4-(2-hydroxyethyl)-8-oxo-5,6,7,8-tetrahydronaphthalen-1-yl)acetamide FC=1C=C(C=2C(CCCC2C1CCO)=O)CC(=O)N